5-(3,5,6-tris(3,6-diphenyl-9H-carbazol-9-yl)-4-phenylpyridin-2-yl)-5H-pyrido[4,3-b]indole C1(=CC=CC=C1)C=1C=CC=2N(C3=CC=C(C=C3C2C1)C1=CC=CC=C1)C=1C(=NC(=C(C1C1=CC=CC=C1)N1C2=CC=C(C=C2C=2C=C(C=CC12)C1=CC=CC=C1)C1=CC=CC=C1)N1C2=CC=C(C=C2C=2C=C(C=CC12)C1=CC=CC=C1)C1=CC=CC=C1)N1C2=C(C=3C=CC=CC13)C=NC=C2